1-(4-chloro-3-(2,4-dioxotetrahydropyrimidin-1(2H)-yl)benzoyl)piperidine-4-carbaldehyde ClC1=C(C=C(C(=O)N2CCC(CC2)C=O)C=C1)N1C(NC(CC1)=O)=O